5-ethylthio-3-[1-[2-[1-cycloheptylmethyl-1H-pyrazol-4-yl]ethyl]-4-piperidinyl]-1H-indole C(C)SC=1C=C2C(=CNC2=CC1)C1CCN(CC1)CCC=1C=NN(C1)CC1CCCCCC1